FC=1C(=NC(=NC1)N[C@@H]1CC[C@H](CC1)NC(C)=O)C1=CC(=CC=C1)N1C(CCC1)=O trans-N-(4-((5-fluoro-4-(3-(2-oxopyrrolidin-1-yl)phenyl)pyrimidin-2-yl)amino)cyclohexyl)acetamide